FC=1C(=NC(=C(C1)OC)OCCC)C=1C=NC=C(C1)C=1CB(OC1)O 4-(3-fluoro-5-methoxy-6-propoxy-[2,3'-bipyridyl]-5'-yl)-1,2-oxaborol-2-ol